5-(4-fluoro-3-(2-(4-(methylsulfonyl)phenyl)ethynyl)phenoxy)-1H-1,2,3-triazole-4-carboxylic acid FC1=C(C=C(OC2=C(N=NN2)C(=O)O)C=C1)C#CC1=CC=C(C=C1)S(=O)(=O)C